methyl-3-(1-methyl-1H-imidazol-4-yl)-1-(5-(trifluoromethyl)pyridin-2-yl)-1H-indole-5-sulfonamide CC=1N(C2=CC=C(C=C2C1C=1N=CN(C1)C)S(=O)(=O)N)C1=NC=C(C=C1)C(F)(F)F